CS(=O)(=O)OCCN1CCN(CC1)C1CN(C1)C(=O)OC(C)(C)C tert-butyl 3-{4-[2-(methanesulfonyloxy)ethyl]piperazin-1-yl}azetidine-1-carboxylate